3-((1R)-1-((6-(2-oxa-5-azabicyclo[2.2.1]heptane-5-carbonyl)-4-methyl-7-(methylamino)phthalazin-1-yl)amino)ethyl)-2-methylbenzonitrile C12OCC(N(C1)C(=O)C=1C=C3C(=NN=C(C3=CC1NC)N[C@H](C)C=1C(=C(C#N)C=CC1)C)C)C2